(R)-α-amino-N-[5,6-dihydro-2-(1-methyl-1H-pyrazol-4-yl)-6-oxo-1H-pyrrolo[4,3,2-ef][2,3]benzodiazepine-8-Yl]-cyclohexaneacetamide N[C@@H](C(=O)NC1=CC2=C3C(C=NNC2=O)=C(NC3=C1)C=1C=NN(C1)C)C1CCCCC1